(5-(1-methyl-1H-pyrazol-4-yl)-1,3,4-oxadiazol-2-yl)methanone CN1N=CC(=C1)C1=NN=C(O1)C=O